FC(OC1=CC=C(C=C1)C(O)C1=CC=C(C=C1)OC(F)(F)F)(F)F di(4-(trifluoromethoxy)phenyl)methanol